Br[C@@H](C(=O)NC1=NC=C(C=C1)OCCC)C (R)-2-bromo-N-(5-propoxypyridin-2-yl)propanamide